ClC1=C(C=C(C=C1N1CCN(CC1)C1CCOCC1)C#N)NC1=NC=2N(C(=N1)NC1CC1)N=CC2C#N 2-({2-Chloro-5-cyano-3-[4-(oxan-4-yl)piperazin-1-yl]phenyl}amino)-4-(cyclopropylamino)pyrazolo[1,5-a][1,3,5]triazine-8-carbonitrile